N1=NC=CC1 5H-pyrazol